C(C1=CC=CC=C1)OC(=O)NC[C@@H](C(=O)OC)OC1CCCC1 methyl (2S)-3-(benzyloxycarbonylamino)-2-(cyclopentoxy)propanoate